3-[9H-fluoren-9-ylmethoxycarbonyl(methyl)amino]-4-oxo-4-piperidin-1-ylbutanoic acid C1=CC=CC=2C3=CC=CC=C3C(C12)COC(=O)N(C(CC(=O)O)C(N1CCCCC1)=O)C